1-(4-methoxyphenyl)ethane COC1=CC=C(C=C1)CC